C(#N)C=1C=C(C=CC1)CC(C=1SC2=C(N1)C=CC=C2N(C)CCOC)NC(OC(C)(C)C)=O tert-Butyl N-[2-(3-cyanophenyl)-1-{7-[(2-methoxyethyl)(methyl)amino]-1,3-benzothiazol-2-yl}ethyl]carbamate